(S)-N-[(1S)-1-(4-tert-butylphenyl)ethyl]-2-methylpropane-2-sulphinamide C(C)(C)(C)C1=CC=C(C=C1)[C@H](C)N[S@@](=O)C(C)(C)C